(R)-(4-methyl-2-(4-(4-methylpyrazolo[1,5-a]pyridin-2-yl)-1,4,6,7-tetrahydro-5H-imidazo[4,5-c]pyridin-5-yl)pyrimidin-5-yl)(piperidin-1-yl)methanone CC1=NC(=NC=C1C(=O)N1CCCCC1)N1[C@H](C2=C(CC1)NC=N2)C2=NN1C(C(=CC=C1)C)=C2